O(C1=CC=CC=C1)CCOC(C1=CC=CC=C1)C=C vinylbenzyl (β-phenoxyethyl) ether